(7-(benzyloxy)-4-chloroquinolin-3-yl)(4-fluoro-2-methylphenyl)methanone C(C1=CC=CC=C1)OC1=CC=C2C(=C(C=NC2=C1)C(=O)C1=C(C=C(C=C1)F)C)Cl